(R)-2-(2-((4-bromo-2-fluorophenoxy)methyl)pyrrolidin-1-yl)-5-ethylpyrimidine BrC1=CC(=C(OC[C@@H]2N(CCC2)C2=NC=C(C=N2)CC)C=C1)F